behenyl-triethylene glycol dodecyl ether C(CCCCCCCCCCC)OC(COCCOCCO)CCCCCCCCCCCCCCCCCCCCCC